C(C)(C)[N+](C)(C)C Isopropyl-trimethyl-ammonium